N1(CCC1)C(=O)C=1OC2=C(C1)C=C(C(=C2)C=2N=NC(=CC2)N(C)[C@H]2[C@H]([C@@H]1CC[C@H](C2)N1)F)O azetidin-1-yl(6-(6-(((1S,2S,3R,5R)-2-fluoro-8-azabicyclo[3.2.1]octan-3-yl)(methyl)amino)pyridazin-3-yl)-5-hydroxybenzofuran-2-yl)methanone